(E)-2-bromo-4-((E)-(4-hydroxyphenylimino)methyl)-6-methoxyphenyl 3-(4-chlorophenyl)acrylate ClC1=CC=C(C=C1)/C=C/C(=O)OC1=C(C=C(C=C1OC)/C=N/C1=CC=C(C=C1)O)Br